sodium O-allyl salicylhydroxamate C(C=1C(O)=CC=CC1)(=O)NOCC=C.[Na]